COC1=CC=C(COCCCC(CCO)CCCCCCCCCC=CCC=CCCCCC)C=C1 3-(3-((4-methoxybenzyl)oxy)-propyl)docosa-13,16-dien-1-ol